BrC=1C=CC2=C(N(C=N2)C2=CC(=CC=C2)OC)C1 6-bromo-1-(3-methoxyphenyl)-1H-benzo[d]imidazole